triammonium ethylenediamine tetraacetate C(C)(=O)ON(CCN(OC(C)=O)OC(C)=O)OC(C)=O.[NH4+].[NH4+].[NH4+]